thiohypochlorite Cl[S-]